[Na+].C(C)(C)(C)C=1C=C(C=C(C1O)C(C)(C)C)CCC(=O)[O-] 3-(3,5-di-tert-butyl-4-hydroxyphenyl)propionic acid sodium salt